C(C)(=O)C(C1=CC=C(C=C1)CC(=O)O)O 4-(acetyl-hydroxymethyl)phenylacetic acid